FC=1C=CC(=C(C1)C=1C=NC=CC1C(=O)OC)OC methyl 3-(5-fluoro-2-methoxy-phenyl)pyridine-4-carboxylate